tert-butyl (R)-4-((3-isopropyl-5-((5-oxopyrrolidin-3-yl)amino)pyrazolo[1,5-a]pyrimidin-7-yl)amino)piperidine-1-carboxylate C(C)(C)C=1C=NN2C1N=C(C=C2NC2CCN(CC2)C(=O)OC(C)(C)C)N[C@H]2CNC(C2)=O